BrC=1C(=NN(C1C)CCCO[Si](C)(C)C(C)(C)C)CO [4-bromo-1-(3-{[tert-butyl(dimethyl)silyl]oxy}propyl)-5-methyl-1H-pyrazol-3-yl]methanol